4-(5-Chloro-2-(4-chloro-1H-1,2,3-triazol-1-yl)phenyl)-5-methoxy-1-(1-(1-phenyl-1H-1,2,3-triazol-4-yl)propyl)pyridin-2(1H)-one ClC=1C=CC(=C(C1)C1=CC(N(C=C1OC)C(CC)C=1N=NN(C1)C1=CC=CC=C1)=O)N1N=NC(=C1)Cl